4-{4-[(1R)-1-{[5-(4-fluorophenoxy)pyridin-2-yl]carbamoyl} ethyl]-2,2-dimethylpiperazine-1-carbonyl}-2-[(methylamino)methyl]pyridin-1-ium-1-olate FC1=CC=C(OC=2C=CC(=NC2)NC(=O)[C@@H](C)N2CC(N(CC2)C(=O)C2=CC(=[N+](C=C2)[O-])CNC)(C)C)C=C1